FC1=NNC=2C1=C1C[C@H](N([C@@H](C1=CC2)C=2N=CC(=NC2)NC2CN(C2)CCCF)CC(F)(F)F)C 5-((6S,8R)-1-fluoro-8-methyl-7-(2,2,2-trifluoroethyl)-6,7,8,9-tetrahydro-3H-pyrazolo[4,3-f]isoquinolin-6-yl)-N-(1-(3-fluoropropyl)azetidin-3-yl)pyrazin-2-amine